2-bromonaphtho[2,1-d]oxazole BrC=1OC2=C(N1)C=CC1=CC=CC=C12